2-Chloro-N-[2-{1-[(2E)-3-(4-chlorophenyl)prop-2-en-1-yl]piperidin-4-yl}-4-(trifluoromethyl)phenyl]isonicotinamid ClC=1C=C(C(=O)NC2=C(C=C(C=C2)C(F)(F)F)C2CCN(CC2)C\C=C\C2=CC=C(C=C2)Cl)C=CN1